2-2-Ethyl-6-methyl-3-(4,4,5,5-tetramethyl-1,3,2-dioxaborolan-2-yl)pyridine CCC1=NC(=CC=C1B1OC(C(O1)(C)C)(C)C)C